(1S,9S)-1-((S)-2,3-Dihydroxypropyl)-9-ethyl-5-fluoro-9-hydroxy-4-methyl-1,2,3,9,12,15-hexahydro-10H,13H-benzo[de]pyrano[3',4':6,7]indolizino[1,2-b]quinoline-10,13-dione O[C@@H](C[C@@H]1CCC=2C=3C1=C1C(=NC3C=C(C2C)F)C2=CC3=C(C(N2C1)=O)COC([C@]3(O)CC)=O)CO